(S)-2-chloro-4-(3-(dimethylamino)-3-(3-(trifluoromethyl)-phenethyl)piperidin-1-yl)-N-(pyrimidin-4-yl)benzenesulfonamide ClC1=C(C=CC(=C1)N1C[C@@](CCC1)(CCC1=CC(=CC=C1)C(F)(F)F)N(C)C)S(=O)(=O)NC1=NC=NC=C1